COC(C(C(=O)OC)[C@@H](C[N+](=O)[O-])C1=CC=C(C=C1)OC)=O |r| (±)-2-[1-(4-Methoxyphenyl)-2-nitroethyl]malonic Acid Dimethyl Ester